CC(C(=O)O)OC1=CC=C(C=C1)OC2=C(C=C(C=C2)Cl)Cl The molecule is an aromatic ether that is 2-(4-hydroxyphenoxy)propanoic acid in which the hydrogen of the hydroxy group at position 4 has been substituted by a 2,4-dichlorophenyl group. It is an aromatic ether, a dichlorobenzene, a monocarboxylic acid and a diether.